2-chloro-4-[[4-[[(1S)-2-hydroxy-1-phenyl-ethyl]amino]-5-(5-methyl-1H-1,2,4-triazol-3-yl)pyrimidin-2-yl]amino]benzamide ClC1=C(C(=O)N)C=CC(=C1)NC1=NC=C(C(=N1)N[C@H](CO)C1=CC=CC=C1)C1=NNC(=N1)C